C(#C)C=1C(=NC=CC1)CC1N(C(C2=CC=CC=C12)=O)CC1=CC2=C(NC(O2)=O)C=C1 6-((1-((3-ethynylpyridin-2-yl)methyl)-3-oxoisoindolin-2-yl)methyl)benzo[d]oxazol-2(3H)-one